C1(CC1)COC=1C(=NC=C(C1)N1CCNCC1)C(=O)N (cyclopropylmethoxy)-5-(piperazin-1-yl)pyridineamide